(4-Nitrophenyl)-1-(3,5,6-trimethylpyrazin-2-yl)-1H-pyrazol-5-ol [N+](=O)([O-])C1=CC=C(C=C1)C1=NN(C(=C1)O)C1=NC(=C(N=C1C)C)C